(E)-2-(4-amino-2-styrylphenyl)-1,3-dioxane NC1=CC(=C(C=C1)C1OCCCO1)\C=C\C1=CC=CC=C1